C(CCC#C)N1C(C2=CC=CC=C2C1=O)=O 2-pent-4-ynylisoindoline-1,3-dione